6-(2-(2-chlorophenoxy)acetyl)-2-(1-phenylcyclopropyl)-5,6,7,8-tetrahydropyrido[4,3-d]pyrimidin-4(3H)-one ClC1=C(OCC(=O)N2CC3=C(N=C(NC3=O)C3(CC3)C3=CC=CC=C3)CC2)C=CC=C1